4-Chloro-5-(hydroxymethyl)thiophene-2-carboxylic Acid ClC=1C=C(SC1CO)C(=O)O